8,8,11-Trimethyl-2-(2-oxopropyl)-5-pentyl-8a,9,10,12a-tetrahydro-4H,8H-benzo[c][1,3]dioxino[4,5-f]chromen-4-on CC1(OC2=CC(=C3C(=C2C2C1CCC(=C2)C)OC(OC3=O)CC(C)=O)CCCCC)C